(S)-1-{2-[1-(4-fluorophenyl)ethylamino]-6-(pyrazin-2-ylamino)pyrimidin-4-yl}-N-(2-methoxyethyl)azetidine-3-carboxamide FC1=CC=C(C=C1)[C@H](C)NC1=NC(=CC(=N1)N1CC(C1)C(=O)NCCOC)NC1=NC=CN=C1